C(=O)C1=C(OC=C1)B(O)O formylfuran-2-boronic acid